[Fe](I)I Iron(II) Iodide